4-(6-bromopyridine-2-yl)-5,6-dihydro-1,2,4-triazine-1(4H)-carboxaldehyde BrC1=CC=CC(=N1)N1C=NN(CC1)C=O